2-(((5-cyano-1-methyl-1H-1,2,4-triazol-3-yl)methoxy)methyl)-N-(1-methyl-1H-tetrazol-5-yl)-6-(trifluoromethyl)nicotinamide C(#N)C1=NC(=NN1C)COCC1=C(C(=O)NC2=NN=NN2C)C=CC(=N1)C(F)(F)F